C(C1=CC=CC=C1)C=1C(=C(C(=O)O)C=CC1)O.C(C1=CC=CC=C1)OC=1C(C(=O)O)=CC=CC1 BENZYLSALICYLATE (benzyl 2-hydroxybenzoate)